sodium (S)-3-(3-(1,6-dimethyl-4-oxido-2-oxo-1,2-dihydropyridin-3-yl)ureido)-3-(2',6'-dimethyl biphenyl-3-yl)propanoate CN1C(C(=C(C=C1C)[O-])NC(N[C@@H](CC(=O)[O-])C=1C=C(C=CC1)C1=C(C=CC=C1C)C)=O)=O.[Na+].[Na+]